(7R)-2-[4-(3-cyanophenoxy)phenyl]-7-(piperazin-1-yl)-4,5,6,7-tetrahydro-2H-pyrazolo[4,3-b]pyridine-3-carboxamide C(#N)C=1C=C(OC2=CC=C(C=C2)N2N=C3C(NCC[C@H]3N3CCNCC3)=C2C(=O)N)C=CC1